C1([C@H](O)[C@@H](O)[C@H](O)[C@H](O1)CO)NC(N)=O (3-D-glucopyranosyl)urea